PHENYLETHYL ANTHRANILATE C(C=1C(N)=CC=CC1)(=O)OCCC1=CC=CC=C1